(2-chloroethyl) 2,2-bis(chloromethyl)-1,3-propanediyl phosphate P1(=O)(OCCCl)OCC(CO1)(CCl)CCl